CC=1N=CSC1C1=CC=C(C=C1)CCC(=O)O 3-(4-(4-methylthiazol-5-yl)phenyl)propionic acid